NC=1N=C(C2=C(N1)N(C=C2)[C@H]2[C@](O)([C@H](O)[C@H](O2)CO)C)NC2CC2 2-amino-4-cyclopropylamino-7-(2-C-methyl-β-D-ribofuranosyl)-7H-pyrrolo[2,3-d]pyrimidine